phenyl 4-(6-(acryloyloxy)hexyloxy)benzoate C(C=C)(=O)OCCCCCCOC1=CC=C(C(=O)OC2=CC=CC=C2)C=C1